methyl (R)-2-(3-hydroxypyrrolidin-1-yl)-5-phenylnicotinate O[C@H]1CN(CC1)C1=C(C(=O)OC)C=C(C=N1)C1=CC=CC=C1